ClC=1C=C2C(=NC(=NC2=C(C1C=1C=2N(C=CC1)N=C(N2)N)F)OC[C@H]2N(CCC2)C)N2CC(CCCC2)(F)F (S)-8-(6-chloro-4-(3,3-difluoroazepan-1-yl)-8-fluoro-2-((1-methylpyrrolidin-2-yl)methoxy)quinazolin-7-yl)[1,2,4]triazolo-[1,5-a]pyridin-2-amine